C(C)(C)N1CC2(CN(C2)C=2C=CC=NC2)C1 5-(6-isopropyl-2,6-diazaspiro[3.3]heptane-2-yl)pyridin